N[C@@H]1CN(CC[C@H]1F)C1=NC2=C(N1CC(=O)N1CCC(CC1)C(=O)N1CCCC1)C=C(C(=C2)F)F 2-(2-((3R,4R)-3-amino-4-fluoropiperidin-1-yl)-5,6-difluoro-1H-benzo[d]imidazol-1-yl)-1-(4-(pyrrolidine-1-carbonyl)piperidin-1-yl)ethan-1-one